[N+](=O)([O-])C=1C=NC(NC1)=O 5-nitro-pyrimidinone